N=1C=NN2C1C=CC(=C2)C2=CC(=NN2C2=NC(=CC=C2)C)CC(=O)NC2=CC=C(C=C2)OCCOC 5-([1,2,4]Triazolo[1,5-a]pyridin-6-yl)-N-(4-(2-methoxyethoxy)phenyl)-1-(6-methyl-pyridin-2-yl)-1H-pyrazol-3-carboxyamid